1,5,2,4-dioxadithiolane-2,2,4,4-tetraoxide O1S(CS(O1)(=O)=O)(=O)=O